(2S)-2-[bis(tert-butoxycarbonyl)amino]-5-hydroxy-pentanoic acid methyl ester COC([C@H](CCCO)N(C(=O)OC(C)(C)C)C(=O)OC(C)(C)C)=O